C1(CC1)C=1C(=NON1)C(=O)NC(C=1OC2=C(N1)C=C(C=C2)C(COC)N2C(NC(C2)C(F)(F)F)=O)C2CCC(CC2)F 4-Cyclopropyl-N-((4-fluorocyclohexyl)(5-(2-methoxy-1-(2-oxo-4-(trifluoromethyl)imidazolidin-1-yl)ethyl)benzo[d]oxazol-2-yl)methyl)-1,2,5-oxadiazole-3-carboxamide